2-cyanoethyl-N,N,N',N'-tetraisopropylphosphordiamidit C(#N)CCOP(N(C(C)C)C(C)C)N(C(C)C)C(C)C